2'-Azido-2'-deoxy-guanosine triphosphate P(O)(=O)(OP(=O)(O)OP(=O)(O)O)OC[C@@H]1[C@H]([C@H]([C@@H](O1)N1C=NC=2C(=O)NC(N)=NC12)N=[N+]=[N-])O